NC1=NC=C(C2=C1C=NN2C2OCCCC2)NC(C(=O)N2C(CCCC2)C2=CC(=CC=C2)N(C)CC)=O N-(4-amino-1-tetrahydropyran-2-yl-pyrazolo[4,3-c]pyridin-7-yl)-2-[2-[3-[ethyl(methyl)amino]phenyl]-1-piperidyl]-2-oxo-acetamide